NC1=CC=C(C=N1)C=CC(=O)NCC=1OC2=C(C1)C=C(C=C2C2=CC=C(C=C2)F)C2=C(C=C(C=C2)C(=O)N2CCC(CC2)(F)F)F 3-(6-aminopyridin-3-yl)-N-((5-(4-(4,4-difluoropiperidine-1-carbonyl)-2-fluorophenyl)-7-(4-fluorophenyl)benzofuran-2-yl)methyl)acrylamide